1,6-dihydroxy-2,5-dioxane OC1OCCOC1O